3-cyclopropyl-5-(2-methylsulfanylpyrimidin-4-yl)pyrazolo[1,5-a]pyrimidin-7-ol C1(CC1)C=1C=NN2C1N=C(C=C2O)C2=NC(=NC=C2)SC